2-[1-[2-[[1-[2-(4-morpholino-1-piperidyl)-2-oxo-ethyl]pyrazol-4-yl]amino]-[1,2,4]triazolo[1,5-a]pyridin-8-yl]-3-[4-(o-tolyl)pyrazol-1-yl]azetidin-3-yl]acetonitrile O1CCN(CC1)C1CCN(CC1)C(CN1N=CC(=C1)NC1=NN2C(C(=CC=C2)N2CC(C2)(N2N=CC(=C2)C2=C(C=CC=C2)C)CC#N)=N1)=O